C(C)(C)(C)[Si](OCC1=CC(=C(C=N1)O)F)(C)C 6-[[tert-butyl-(dimethyl)silyl]oxymethyl]-4-fluoro-pyridin-3-ol